2,2-dibromoethene BrC(=C)Br